[C@H]12CN(C[C@H](CC1)N2)C2=NC(=NC1=C(C(=CC=C21)C2=CC(=CC1=CC=CC=C21)O)F)OCC2CCC(N2C)=O 5-(((4-((1R,5S)-3,8-diazabicyclo[3.2.1]octan-3-yl)-8-fluoro-7-(3-hydroxynaphthalen-1-yl)quinazolin-2-yl)oxy)methyl)-1-methylpyrrolidin-2-one